COC1=C2C=C(NC2=CC=C1C=1C=C2C=CC(=NC2=CN1)O)C 6-(4-methoxy-2-methylindol-5-yl)-1,7-naphthyridin-2-ol